NC/C(/CN1N=CN(C1=O)CC1=CC=C(S1)C1=C(C=CC=C1)S(=O)(=O)N(C)C)=C\F [5-({1-[(2E)-2-(aminomethyl)-3-fluoroprop-2-en-1-yl]-5-oxo-1,5-dihydro-4H-1,2,4-triazol-4-yl}methyl)thiophen-2-yl]-N,N-dimethylbenzenesulfonamide